4-(methoxymethyl)pyrido[3,4-b]indole-3,9-dicarboxylate COCC1=C(N=CC=2N(C3=CC=CC=C3C21)C(=O)[O-])C(=O)[O-]